(1-(1-(1-acetylpiperidin-4-yl)azetidin-3-yl)-3-(difluoromethyl)-1H-pyrazol-4-yl)-6-(1-(1-cyanocyclopropyl)-1H-pyrazol-4-yl)-2-pyridineamide C(C)(=O)N1CCC(CC1)N1CC(C1)N1N=C(C(=C1)C=1C(=NC(=CC1)C=1C=NN(C1)C1(CC1)C#N)C(=O)N)C(F)F